[(E,1S)-6-(Dimethylamino)-1-[[1-[(5-fluoro-1-isobutyl-indol-2-yl)-methyl]-6-oxo-pyrimidin-5-yl]carbamoyl]-6-oxo-hex-4-enyl]N,N-dimethylcarbamat CN(C(/C=C/CC[C@@H](C(NC1=CN=CN(C1=O)CC=1N(C2=CC=C(C=C2C1)F)CC(C)C)=O)OC(N(C)C)=O)=O)C